(3-fluorophenyl)(1-oxa-6-azaspiro[2.5]oct-6-yl)methanone FC=1C=C(C=CC1)C(=O)N1CCC2(CO2)CC1